2-[(2S,5R)-2,5-dimethylpiperazin-1-yl]-6-fluoroquinazoline C[C@@H]1N(C[C@H](NC1)C)C1=NC2=CC=C(C=C2C=N1)F